(3-chlorobenzyl)cyclopentan-1-ol ClC=1C=C(CC2(CCCC2)O)C=CC1